FC1([C@@H](C1)NC(C1=C(C=C(C=C1OC)C=1N(N=C2C=C(C=C(C12)C(F)F)C=1C=NN(C1)C)C)OC(F)F)=O)F N-[(1R)-2,2-difluorocyclopropyl]-2-(difluoromethoxy)-4-[4-(difluoromethyl)-2-methyl-6-(1-methylpyrazol-4-yl)indazol-3-yl]-6-methoxybenzamide